(cyclobutylmethyl)pyrazin-2-amine C1(CCC1)CC=1C(=NC=CN1)N